1,1,1-trichloro-4-ethoxy-3-buten-2-one ClC(C(C=COCC)=O)(Cl)Cl